8-(3H-imidazol-4-ylmethyl)-6-methyl-2-{[4-(4-methylpiperazin-1-yl)phenyl]amino}-5-[2-(triisopropylsilyl)ethynyl]pyrido[2,3-d]pyrimidin-7-one N1=CNC(=C1)CN1C(C(=C(C2=C1N=C(N=C2)NC2=CC=C(C=C2)N2CCN(CC2)C)C#C[Si](C(C)C)(C(C)C)C(C)C)C)=O